N-(4-chlorophenyl)-5-(4-ethylphenyl)-N-methyloxazole-2-carboxamide ClC1=CC=C(C=C1)N(C(=O)C=1OC(=CN1)C1=CC=C(C=C1)CC)C